FC=1C=C(C=CC1F)C=1C=C(C(=NC1)CC(=O)O)F [5-(3,4-difluorophenyl)-3-fluoropyridin-2-yl]acetic acid